isopropyl (6-(5-(4-(2-cyanopropan-2-yl)picolinamido)-4-fluoro-2-methylphenyl)-8,9-dihydroimidazo[1',2':1,6]pyrido[2,3-d]pyrimidin-2-yl)carbamate C(#N)C(C)(C)C1=CC(=NC=C1)C(=O)NC=1C(=CC(=C(C1)C1=CC2=C(N=C(N=C2)NC(OC(C)C)=O)N2C1=NCC2)C)F